ClC=1C=C2CCCC(C2=CC1)CNC=1C=NC=CC1C(=O)O 3-{[(6-chloro-1,2,3,4-tetrahydronaphthalen-1-yl)methyl]amino}pyridine-4-carboxylic acid